(S)-4,4-Difluoro-1-(2-((S)-3-(naphthalen-2-ylamino)pyrrolidin-1-yl)acetyl)pyrrolidin-2-carbonitril FC1(C[C@H](N(C1)C(CN1C[C@H](CC1)NC1=CC2=CC=CC=C2C=C1)=O)C#N)F